2-((2-decyltetradecyl)oxy)-2-oxoethan-1-aminium methanesulphonate CS(=O)(=O)[O-].C(CCCCCCCCC)C(COC(C[NH3+])=O)CCCCCCCCCCCC